ClCCCOC=1C(=C(C=CC1)B(OC(C)C)[O-])C isopropyl (3-(3-chloropropoxy)-2-methylphenyl)boronate